C(N)(OC(C(CC(CCOC(N)=O)C)(C)C)CCOC(C=C)=O)=O acryloxyethyl-2,2,4-trimethylhexamethylene dicarbamate